tert-butyl 2-((8-(((tert-butoxycarbonyl)amino) (oxetan-3-yl)methyl)-3,7-dimethyl-2,6-dioxo-2,3,6,7-tetrahydro-1H-purin-1-yl)methyl)-4-chloro-1H-indole-1-carboxylate C(C)(C)(C)OC(=O)NC(C1=NC=2N(C(N(C(C2N1C)=O)CC=1N(C2=CC=CC(=C2C1)Cl)C(=O)OC(C)(C)C)=O)C)C1COC1